(2S,3R,4R,5S)-2-(4-aminopyrrolo[2,1-f][1,2,4]triazin-7-yl)-3,4-bis(benzyloxy)-5-((benzyloxy)methyl)tetrahydrofuran-2-carbonitrile NC1=NC=NN2C1=CC=C2[C@]2(O[C@H]([C@H]([C@H]2OCC2=CC=CC=C2)OCC2=CC=CC=C2)COCC2=CC=CC=C2)C#N